5-[1-fluoro-3-hydroxy-7-(3-hydroxy-3-methylbutoxy)naphthalen-2-yl]-1λ6,2,5-thiadiazolidine-1,1,3-trione FC1=C(C(=CC2=CC=C(C=C12)OCCC(C)(C)O)O)N1CC(NS1(=O)=O)=O